BrC1=CC=NN1S(=O)(=O)C1=CC=CC=C1 5-bromo-1-(phenylsulfonyl)-1H-pyrazole